3-((2-amino-4-(butylamino)-6-methylpyrimidin-5-yl)thio)-4-methoxy-benzoic acid methyl ester COC(C1=CC(=C(C=C1)OC)SC=1C(=NC(=NC1C)N)NCCCC)=O